BrC=1C(=NN(C1C1=CC=CC=C1)C1=CC=CC=C1)C(C(=O)O)C=O 2-(4-bromo-1,5-diphenylpyrazol-3-yl)oxopropanoic acid